(1S,4s)-4-(8-(2-chloro-4,6-difluorophenylamino)-2-((1R,3R)-3-hydroxycyclohexylamino)-9H-purin-9-yl)-1-methylcyclohexanecarboxamide ClC1=C(C(=CC(=C1)F)F)NC=1N(C2=NC(=NC=C2N1)N[C@H]1C[C@@H](CCC1)O)C1CCC(CC1)(C(=O)N)C